N1CC(C1)CN1CC2C(C1)CN(C2)C2=CC=C(C=C2)NC2C(NC(CC2)=O)=O 3-((4-(5-(azetidin-3-ylmethyl)hexahydropyrrolo[3,4-c]pyrrol-2(1H)-yl)phenyl)amino)piperidine-2,6-dione